(2s,6s)-4-benzyl-2-((benzyloxy)methyl)-6-fluoro-1,4-oxaazepane C(C1=CC=CC=C1)N1C[C@H](OC[C@H](C1)F)COCC1=CC=CC=C1